1,1,4,4-tetraphenylbutanol C1(=CC=CC=C1)C(CCC(C1=CC=CC=C1)C1=CC=CC=C1)(O)C1=CC=CC=C1